(2S)-3-{3-[(Biphenyl-3-yloxy)methyl]phenyl}-2-[(3R)-pyrrolidin-3-yl]propanoic acid hydrochloride Cl.C1(=CC(=CC=C1)OCC=1C=C(C=CC1)C[C@H](C(=O)O)[C@@H]1CNCC1)C1=CC=CC=C1